C1(CC1)C1=NN(C=C1C1=NC=CC2=C1C=CN2)[C@@H]2C[C@H](C2)CN (trans-3-(3-cyclopropyl-4-(1H-pyrrolo[3,2-c]pyridin-4-yl)-1H-pyrazol-1-yl)cyclobutyl)methylamine